N-[5-ethylsulfonyl-6-[8-(2,2,3,3,3-penta-fluoropropoxy)imidazo[1,5-a]pyridin-3-yl]-2-pyridyl]-N-methyl-acetamide C(C)S(=O)(=O)C=1C=CC(=NC1C1=NC=C2N1C=CC=C2OCC(C(F)(F)F)(F)F)N(C(C)=O)C